3-iodo-2-[2-(1-methylpyrazol-3-yl)pyrimidin-4-yl]-1H,5H,6H,7H-pyrrolo[3,2-c]pyridin-4-one IC1=C(NC2=C1C(NCC2)=O)C2=NC(=NC=C2)C2=NN(C=C2)C